ClC1=NC(=CC(=C1)C1(COC1)CC(=O)O)Cl [3-(2,6-dichloropyridin-4-yl)oxetan-3-yl]acetic acid